C1(CCCC1)C1=CC(=NN1)NC=1C2=C(N=CN1)C=C(N2)C N-(5-cyclopentyl-1H-pyrazol-3-yl)-6-methyl-5H-pyrrolo[3,2-d]pyrimidin-4-amine